NC1=NC2=CC=C(C=C2C=C1C)C(=O)N(CC1=NC=C(C=C1)C(F)(F)F)CC1=CC=C(C=C1)C(N)=O 2-amino-N-(4-carbamoylbenzyl)-3-methyl-N-((5-(trifluoromethyl)-2-pyridinyl)methyl)-6-quinolinecarboxamide